COC1=C(C=CC=C1)C=1C(OCC1)=O 3-(2-Methoxyphenyl)furan-2(5H)-one